1-(cyclobutyl-methyl)-8-dimethylamino-8-phenyl-1,3-diaza-spiro[4.5]Decan-2-one C1(CCC1)CN1C(NCC12CCC(CC2)(C2=CC=CC=C2)N(C)C)=O